2-benzylsuccinic acid C(C1=CC=CC=C1)C(C(=O)O)CC(=O)O